BrCC(=O)C1=C(C=CC=C1F)C1=C(C=C(C=C1)F)F 2-bromo-1-(2',3,4'-trifluoro-[1,1'-biphenyl]-2-yl)ethan-1-one